[Mg].[K] potassium magnesium